lithium perfluoromethane-sulfonate FC(S(=O)(=O)[O-])(F)F.[Li+]